Isopropyl (1S,3S)-3-((2-(5-(azidomethyl)-1-methyl-1H-pyrazol-4-yl)-4-ethylpyrimidin-5-yl)oxy)cyclohexane-1-carboxylate N(=[N+]=[N-])CC1=C(C=NN1C)C1=NC=C(C(=N1)CC)O[C@@H]1C[C@H](CCC1)C(=O)OC(C)C